C=C(C)C=1SC=C(C1NC(OC(C)(C)C)=O)C(=C)C tert-butyl N-[2,4-bis(prop-1-en-2-yl)thiophen-3-yl]carbamate